ClC1=NC=C(C=N1)[C@H]1[C@@H](C1)C1=CC(=C(C(=C1)F)F)F trans-2-Chloro-5-(2-(3,4,5-trifluorophenyl)cyclopropyl)pyrimidine